2,5-difluorobenzoic acid methyl ester COC(C1=C(C=CC(=C1)F)F)=O